CN(C\C=N/C=1N=CC(=NC1)C1=C2C=C(C(=CC2=CC2=C1C(OC2)=O)OC)OC)C (Z)-9-(5-((2-(dimethylamino)ethyliden)amino)pyrazin-2-yl)-6,7-dimethoxynaphtho[2,3-c]furan-1(3H)-one